3,6-diglycidyl-hexachloro-hexanediol C(C1CO1)C(C(C(O)(O)Cl)(Cl)Cl)(C(CCCC1CO1)(Cl)Cl)Cl